CN(C)CCN1N=CC(=C1)N N,N-dimethyl-2-(4-amino-1H-pyrazol-1-yl)ethylamine